FC12CC(C1)(C2)C(=O)O[IH]OC(=O)C21CC(C2)(C1)F 13-iodanediyl bis(3-fluorobicyclo[1.1.1]pentane-1-carboxylate)